ClC1=CC(=CN=N1)N1CCC(CC1)(C(=O)OC)C1=CC=NC=C1 methyl 1-(6-chloropyridazin-4-yl)-4-(pyridin-4-yl)piperidine-4-carboxylate